4-methoxy-5-azaspiro[2.4]heptane-5-carboxylic acid tert-butyl ester C(C)(C)(C)OC(=O)N1C(C2(CC2)CC1)OC